carbamic acid (R)-tert-butyl ester C(C)(C)(C)OC(N)=O